The molecule is a member of the class of beta-amino acids that is the N(6)-acetyl derivative of 3,6-diaminohexanoic acid. It is a beta-amino acid and a member of acetamides. It derives from a hexanoic acid. It is a conjugate acid of a 6-acetamido-3-aminohexanoate. It is a tautomer of a 6-acetamido-3-aminohexanoic acid zwitterion. CC(=O)NCCCC(CC(=O)O)N